(R,S) and (S,S)-4-(cyclopropyl-(dimethylamino)methyl)-N'-((1,2,3,5,6,7-hexahydro-s-indacen-4-yl)carbamoyl)benzenesulfonimidamide C1(CC1)[C@@H](C1=CC=C(C=C1)[S@@](=O)(N)=NC(NC1=C2CCCC2=CC=2CCCC12)=O)N(C)C |&1:10|